O1C(=CC=C1)C(=O)C=1C=C(C=CC1)[C@@H](C)NS(=O)(=O)C N-{(1R)-1-[3-(2-furoyl)phenyl]ethyl}methanesulfonamide